2-((1R,5S,6S)-3-(7,7-difluoro-2-((R)-2-methylpiperidin-1-yl)-6,7-dihydro-5H-cyclopenta[d]pyrimidin-4-yl)-3-azabicyclo[3.1.0]hexan-6-yl)acetic acid FC1(CCC2=C1N=C(N=C2N2C[C@@H]1C([C@@H]1C2)CC(=O)O)N2[C@@H](CCCC2)C)F